(R)-N-(5-Cyano-4-(3-methoxypyrrolidin-1-yl)pyridin-2-yl)-7-formyl-6-((4-methyl-2-carbonylpiperazin-1-yl)methyl)-3,4-dihydro-1,8-naphthyridin-1(2H)-carboxamide C(#N)C=1C(=CC(=NC1)NC(=O)N1CCCC2=CC(=C(N=C12)C=O)CN1C(CN(CC1)C)=C=O)N1C[C@@H](CC1)OC